ethylene glycol pentafluoride [F-].[F-].[F-].[F-].[F-].C(CO)O